CN1CCC(CC1)C1=CC=C(C=C1)B1OC(C(O1)(C)C)(C)C 1-methyl-4-(4-(4,4,5,5-tetramethyl-1,3,2-dioxaborolan-2-yl)phenyl)piperidine